methyl (9Z)-19-(dimethylamino)pentacos-9-enoate CN(C(CCCCCCCC\C=C/CCCCCCCC(=O)OC)CCCCCC)C